FC=1C=C(COC2=CC(=C(C(=O)O)C=C2)OC)C=CC1 4-((3-fluorobenzyl)oxy)-2-methoxybenzoic acid